O=C1N(CC2=CC(=CC=C12)C1=NC=CC(=C1)CN1CC(C1)C1=CSC=C1)C1C(NC(CC1)=O)=O 3-(1-oxo-5-(4-((3-(thiophen-3-yl)azetidin-1-yl)methyl)pyridin-2-yl)isoindolin-2-yl)piperidine-2,6-dione